O=C(CSCC(=O)O)NC1C(NCCCC1)=O 2-({2-oxo-2-[(2-oxo-3-azepanyl)amino]ethyl}sulfanyl)acetic acid